5-[4-[[cyclobutylmethyl(propyl)amino]methyl]-2-fluoro-6-hydroxy-phenyl]-1,1-dioxo-1,2,5-thiadiazolidin-3-one C1(CCC1)CN(CCC)CC1=CC(=C(C(=C1)O)N1CC(NS1(=O)=O)=O)F